ClC=1C=C2C[C@@H](COC2=CC1)C(=O)C1=CN(C2=CC(=CC=C12)C=1C=NNC1OC)CCN(C)C (S)-(6-Chlorochroman-3-yl)-[1-[2-(dimethylamino)ethyl]-6-(5-methoxy-1H-pyrazol-4-yl)indol-3-yl]methanone